BrC1=CC2=C(N(C(=N2)C=2N3CCNC4=CC=CC(C2)=C34)C)C(=C1)OC 2-(5-bromo-7-methoxy-1-methyl-benzoimidazol-2-yl)-1,9-diazatricyclo[6.3.1.04,12]dodeca-2,4(12),5,7-tetraene